4-(2-chlorophenyl)-6-(trifluoromethyl)pyrido[1,2-C]pyrimidin-3-one ClC1=C(C=CC=C1)C1=C2N(C=NC1=O)C=CC(=C2)C(F)(F)F